C1(CC1)C=1C(=CC=2N(C1)C(=CN2)C2=NC=CC(=N2)N2C[C@@H](O[C@@H](C2)C=2C=NNC2C)C)F (2S,6R)-4-(2-(6-cyclopropyl-7-fluoroimidazo[1,2-a]pyridin-3-yl)pyrimidin-4-yl)-2-methyl-6-(5-methyl-1H-pyrazol-4-yl)morpholine